[5-[5-[(1S)-1-(3,5-dichloro-2-methyl-4-pyridyl)ethoxy]-1H-indazol-3-yl]-2-pyridyl]imino-dimethyl-oxo-λ6-sulfane ClC=1C(=NC=C(C1[C@H](C)OC=1C=C2C(=NNC2=CC1)C=1C=CC(=NC1)N=S(=O)(C)C)Cl)C